4-Methyl-N-(6-methyl-5,6-dihydro-4H-[1,3]thiazolo[4,5-e]indazol-2-yl)-1,3-thiazole-5-carboxamide CC=1N=CSC1C(=O)NC=1SC2=C(C=3C=NN(C3CC2)C)N1